C(C)N1C(C2=CC=C(C=C2C1(C)C)NC1=NC=C(C(=N1)N[C@H](CO)C1=CC=CC=C1)C1=NC2(CO1)CCOCC2)=O (S)-2-ethyl-5-((4-((2-hydroxy-1-phenylethyl)amino)-5-(3,8-dioxa-1-azaspiro[4.5]dec-1-en-2-yl)pyrimidin-2-yl)amino)-3,3-dimethylisoindolin-1-one